6-methoxy-2-((1r,4r)-4-((methyl-(3-azaspiro[5.5]undec-9-yl)amino)methyl)cyclohexyl)-2H-indazol COC=1C=CC2=CN(N=C2C1)C1CCC(CC1)CN(C1CCC2(CCNCC2)CC1)C